(4-(3-(benzo[d]thiazol-2-ylamino)-5-methylbenzyl)piperazin-1-yl)(cyclopentyl)methanone tert-Butyl-(R)-3-(4-(2-hydroxyethyl)piperazin-1-yl)pyrrolidine-1-carboxylate C(C)(C)(C)OC(=O)N1C[C@@H](CC1)N1CCN(CC1)CCO.S1C(=NC2=C1C=CC=C2)NC=2C=C(CN1CCN(CC1)C(=O)C1CCCC1)C=C(C2)C